(R)-(1-(2-(4-(4-guanidinobenzamido)phenyl)acetamido)-3-methylbutyl)boronic acid N(C(=N)N)C1=CC=C(C(=O)NC2=CC=C(C=C2)CC(=O)N[C@@H](CC(C)C)B(O)O)C=C1